3-[(3R)-3-({8,9-dimethoxy-1H,2H,4H,5H-oxepino[4,5-b]quinolin-11-yl}amino)piperidin-1-yl]propanenitrile COC=1C(=CC=2C(=C3C(=NC2C1)CCOCC3)N[C@H]3CN(CCC3)CCC#N)OC